propyl 1,3-dimethylpyrrolidine-3-carboxylate CN1CC(CC1)(C(=O)OCCC)C